(1R,4R)-4-ethynyl-cyclohexane-1-carboxylic acid methyl ester COC(=O)C1CCC(CC1)C#C